Neopentyl α-hydroxyisobutyrate OC(C(=O)OCC(C)(C)C)(C)C